4-(2-propen-1-yl)-1,3-dioxol-2-one C(C=C)C=1OC(OC1)=O